6-(5-(1-((1-ethyl-1H-pyrazol-3-yl)methyl)piperidin-4-yl)-3-isopropyl-1H-indol-2-yl)-[1,2,4]triazolo[1,5-a]pyridine C(C)N1N=C(C=C1)CN1CCC(CC1)C=1C=C2C(=C(NC2=CC1)C=1C=CC=2N(C1)N=CN2)C(C)C